OC1=C(C=CC(=C1)C(F)(F)F)C1=C2C(=C(N=N1)NC1CC(N(C1)C(C)C)=O)C=NC=C2 4-[[1-[2-hydroxy-4-(trifluoromethyl)phenyl]pyrido[3,4-d]pyridazin-4-yl]amino]-1-isopropyl-pyrrolidin-2-one